tetradecyl sulfate S(=O)(=O)(OCCCCCCCCCCCCCC)[O-]